ClC1=NN(C2=NC(=NC=C21)SC)CC(F)(F)F 3-chloro-6-(methylthio)-1-(2,2,2-trifluoroethyl)-1H-pyrazolo[3,4-d]pyrimidin